C(C)(C)(C)OC(N(C[C@@H]1OCCC2=CC(=CC=C12)C=1C=NC=CC1)C)=O.C(CCCCCCC\C=C\CCCCCCCC)OC(CCCCCCCCCCCCCCCCCCCCCCCCCCCCCCCCC)=O.C(C1=CC=CC=C1)ON[C@@H]1CC[C@H](NC1)C(=O)N |&1:8| (2S,5R)-5-benzyloxyaminopiperidine-2-carboxamide elaidyl-tetratriacontanoate Racemic-tert-butyl-methyl((6-(pyridin-3-yl)isochroman-1-yl)methyl)carbamate